bis(3-trifluoromethyl-5-(2-pyridyl)pyrazole) (benzyldiphenylphosphinate) iridium (III) [Ir+3].C(C1=CC=CC=C1)C1=C(C=CC=C1)P([O-])(=O)C1=CC=CC=C1.FC(C1=NNC(=C1)C1=NC=CC=C1)(F)F.FC(C1=NNC(=C1)C1=NC=CC=C1)(F)F.C(C1=CC=CC=C1)C1=C(C=CC=C1)P([O-])(=O)C1=CC=CC=C1.C(C1=CC=CC=C1)C1=C(C=CC=C1)P([O-])(=O)C1=CC=CC=C1